P(=O)(OC[C@@H](CC(C)C)NC=1C2=C(N=C(N1)S[C@@H](C)C1=CC=CC=C1)N=C(S2)N)(OC(C)C)OC(C)C (2R)-2-[(2-Amino-5-{[(1S)-1-phenylethyl]sulfanyl}[1,3]thiazolo[4,5-d]pyrimidin-7-yl)amino]-4-methylpentyl bis(1-methylethyl) phosphate